C(C)(C)(C)N1C[C@@H]([C@@H](C1)C1=CC=CC=C1)C(=O)NC1=C2C=CN=CC2=CC=C1 tert-Butyl-(3R,4R)-N-(isoquinolin-5-yl)-4-phenylpyrrolidine-3-carboxamide